OCCOCCOCCOCCN(C(OC(C)(C)C)=O)C tert-butyl (2-(2-(2-(2-hydroxyethoxy)ethoxy)ethoxyl)ethyl)(methyl)carbamate